3-[[4-[[(2R,3S,7S)-7-(6-tert-butyl-5-methyl-pyrrolo[2,3-b]pyrazin-3-yl)-3-isobutyl-azepan-2-yl]methoxy]-6-(2,6-dimethylphenyl)pyrimidin-2-yl]sulfamoyl]benzoic acid C(C)(C)(C)C1=CC=2C(=NC(=CN2)[C@@H]2CCC[C@H]([C@@H](N2)COC2=NC(=NC(=C2)C2=C(C=CC=C2C)C)NS(=O)(=O)C=2C=C(C(=O)O)C=CC2)CC(C)C)N1C